IC1=C(C=CC=C1)OCOC 1-iodo-2-(methoxymethoxy)benzene